dineopentyl 2,3-diisopropyl-2-isopropylsuccinate C(C)(C)C(C(=O)OCC(C)(C)C)(C(C(=O)OCC(C)(C)C)C(C)C)C(C)C